C1(=CC=CC=C1)C1CC=NO1 5-Phenyl-2-isoxazolin